3-(2-(4-Chlorophenyl)-3-oxoindolin-2-yl)-4-hydroxy-1-methylpyrrolidine-2,5-dione ClC1=CC=C(C=C1)C1(NC2=CC=CC=C2C1=O)C1C(N(C(C1O)=O)C)=O